2-chloro-6-(naphthalen-1-yl)-5H-pyrrolo[3,2-b:5,4-c']dipyridine ClC1=CC=C2C(=N1)C1=C(C(=NC=C1)C1=CC=CC3=CC=CC=C13)N2